NC1=NC=C(C=C1C=1C=CC(N(N1)C1=CC(=CC(=C1)OC)OC)=O)C=1C=NN(C1)C1CCNCC1 6-(2-Amino-5-(1-(piperidin-4-yl)-1H-pyrazol-4-yl)pyridin-3-yl)-2-(3,5-dimethoxyphenyl)pyridazin-3(2H)-on